(3-fluorophenyl)methyl cyanate FC=1C=C(C=CC1)COC#N